FC(C1(C(C(=O)O)C=CC=C1CSC)C)F 2-(difluoromethyl)-2-methyl-3-[(methylsulfanyl)methyl]benzoic acid